propionic acid trihydrochloride Cl.Cl.Cl.C(CC)(=O)O